(S)-1-(4-amino-2-nitrophenyl)-N,N-dimethylpyrrolidin-3-amine NC1=CC(=C(C=C1)N1C[C@H](CC1)N(C)C)[N+](=O)[O-]